4-bromo-5-chloro-6-methyl-1-(tetrahydro-2H-pyran-2-yl)-3a,7a-dihydro-1H-indazole BrC=1C2C=NN(C2C=C(C1Cl)C)C1OCCCC1